(20Z)-N,N-Dimethylnonacosa-20-en-10-amine CN(C(CCCCCCCCC)CCCCCCCCC\C=C/CCCCCCCC)C